(((1S,2S)-2-aminocyclopentyl)oxy)isobenzofuran-1(3H)-one N[C@@H]1[C@H](CCC1)OC1OC(C2=CC=CC=C12)=O